3-{1-[2-(dimethylamino)ethyl]-4-methyl-1H-benzotriazol-5-yl}-3-[7-(hydroxymethyl)-1-benzothien-5-yl]propionic acid ethyl ester C(C)OC(CC(C=1C=C(C2=C(C=CS2)C1)CO)C1=C(C2=C(N(N=N2)CCN(C)C)C=C1)C)=O